tert-butyl 2-(2-methoxy-2-oxoethyl)-3-oxopyrrolidine-1-carboxylate COC(CC1N(CCC1=O)C(=O)OC(C)(C)C)=O